CN(C)CC1=CC=C(C=C1)[S@@](=O)(NC)=NC(NC1=C2CCCC2=CC=2CCCC12)=O (S)-4-((dimethyl-amino)methyl)-N'-((1,2,3,5,6,7-hexahydro-s-indacen-4-yl)carbamoyl)-N-methylbenzenesulfonimidamide